C(C)(C)(C)OC(=O)N1CC2C(C2C1)C#N 6-cyano-3-azabicyclo[3.1.0]hexane-3-carboxylic acid tert-butyl ester